tert-Butyl 4-(1-((3-fluorophenyl)sulfonyl)ethyl)piperidine-1-carboxylate FC=1C=C(C=CC1)S(=O)(=O)C(C)C1CCN(CC1)C(=O)OC(C)(C)C